[Na].C(C1=CC=CC=C1)OC(=CO)C(=O)OCC 2-(benzyloxy)-3-ethoxy-3-oxoprop-1-en-1-ol sodium